1,1-dichloromethyl-4-ethylbenzene (2,3,4,5,6-pentafluorophenyl)4-methyl-2-[3-[[3-(5-methyl-1,2,4-oxadiazol-3-yl)benzoyl]amino]propanoylamino]thiazole-5-carboxylate FC1=C(C(=C(C(=C1F)F)F)F)OC(=O)C1=C(N=C(S1)NC(CCNC(C1=CC(=CC=C1)C1=NOC(=N1)C)=O)=O)C.ClCC1(CC=C(C=C1)CC)CCl